N-(pyrrolidin-1-yl)acrylamide N1(CCCC1)NC(C=C)=O